(S)-9-imino-8-isopropyl-2-phenyl-5-(1-(4-(trifluoro-methyl)phenyl)ethyl)-2,5,8-triazaspiro[3.5]nonan-6-one N=C1N(CC(N(C12CN(C2)C2=CC=CC=C2)[C@@H](C)C2=CC=C(C=C2)C(F)(F)F)=O)C(C)C